OC1=C(C(=CC(=C1S(=O)(=O)CC(C(=O)N)(C)C)CCCCC)O)C1C(CCC(=C1)C)C(=C)C (2,6-dihydroxy-5'-methyl-4-pentyl-2'-(prop-1-en-2-yl)-1',2',3',4'-tetrahydro-[1,1'-biphenyl]-3-ylsulfonyl)pivalamide